NC1=NC2=CC(=CC=C2C=C1Br)OC[C@H]1S[C@H]([C@@H]([C@@H]1O)O)N1C=CC2=C1N=CN=C2N (2R,3S,4R,5R)-2-(((2-Amino-3-bromochinolin-7-yl)oxy)methyl)-5-(4-amino-7H-pyrrolo[2,3-d]pyrimidin-7-yl)tetrahydrothiophen-3,4-diol